N(=[N+]=[N-])CC(CF)N1C(=NC=C1)[N+](=O)[O-] 1-(1-azido-3-fluoropropan-2-yl)-2-nitro-1H-imidazole